tert-butyl (3R,4R)-3-fluoro-4-[8-[(8-fluoro-2-methyl-imidazo[1,2-a]pyridin-6-yl)carbamoyl]quinoxalin-5-yl]piperidine-1-carboxylate F[C@H]1CN(CC[C@@H]1C1=C2N=CC=NC2=C(C=C1)C(NC=1C=C(C=2N(C1)C=C(N2)C)F)=O)C(=O)OC(C)(C)C